BrC1=CC=C2C(CCC(C2=C1)=O)(C)C 7-bromo-4,4-dimethyl-3,4-dihydronaphthalen-1(2H)-one